C(C)(C)(C)OC(=O)C=1N(C2=CC=C(C=C2C1)NC([C@H](CC1=CC=C(C=C1)N)N1C(C(N(CC1)C1=C(C=CC(=C1)Cl)N1N=NN=C1)=O)=O)=O)C (S)-5-(3-(4-aminophenyl)-2-(4-(5-chloro-2-(1H-tetrazol-1-yl)phenyl)-2,3-dioxopiperazin-1-yl)propionylamino)-1-methyl-1H-indole-2-carboxylic acid tert-butyl ester